ClC=1C(=CC(=NC1)NC1CCN(CC1)CC1=C2CN(C(C2=CC=C1)=O)C1C(NC(CC1)=O)=O)C=1N=C(SC1)NCC1(CCOCC1)C#N 4-(((4-(5-chloro-2-((1-((2-(2,6-dioxopiperidin-3-yl)-1-oxoisoindoline-4-yl)methyl)piperidin-4-yl)amino)pyridin-4-yl)thiazol-2-yl)amino)methyl)tetrahydro-2H-pyran-4-carbonitrile